2,2-di(n-propyl)-5-hydroxyvalerate C(CC)C(C(=O)[O-])(CCCO)CCC